CC(CCCCCC=C)CCC 8-methyl-1-undecene